N1,N1-dimethyl-N3-(pyrazino[1',2':1,5]pyrazolo[4,3-c][1,6]naphthyridin-6-yl)benzene-1,3-diamine CN(C1=CC(=CC=C1)NC1=NC2=CC=NC=C2C=2C1=C1N(N2)C=CN=C1)C